COC(C1=NC=CC(=C1)C=1OC2=C(C1Br)C=C(C=C2)C=2C=NN(C2)C)=O 4-(5-(1-methyl-1H-pyrazol-4-yl)bromobenzofuran-2-yl)picolinic acid methyl ester